CC1=CC(=CN=N1)CNCC[C@]1(CCOC2(CCCC2)C1)C1=NC=CC=C1 [(6-methylpyridazin-4-yl)methyl]({2-[(9R)-9-(pyridin-2-yl)-6-oxaspiro[4.5]decan-9-yl]ethyl})amine